N1=CN=CC2=C1CCN(C2)C=2OC=1C(=NC(=CC1)C1=C(C=C(C=C1C)C(F)(F)F)O)N2 2-[2-(7,8-dihydro-5H-pyrido[4,3-d]pyrimidin-6-yl)oxazolo[4,5-b]pyridin-5-yl]-3-methyl-5-(trifluoromethyl)phenol